ClC1=CC=C(C(=N1)C(=O)OC)N[C@H](C)C1=NC(=CC(=C1)C)[C@H]1C(OCC1CC1=CC=C(C=C1)C(N(C)C)=O)=O Methyl 6-chloro-3-(((R)-1-(6-((S)-4-(4-(dimethylcarbamoyl)benzyl)-2-oxooxaolidin-3-yl)-4-methylpyridin-2-yl)ethyl)amino)picolinate